4-(prop-2-yn-1-ylamino)-1-(pyridin-3-yl)-7-(trifluoromethyl)pyrido[4,3-d]pyrimidin-2(1H)-one C(C#C)NC=1C2=C(N(C(N1)=O)C=1C=NC=CC1)C=C(N=C2)C(F)(F)F